C1CCC(C)C1=O ethylenepropylene ketone